(1R,7S,8R,9R,10R,11S,12R,Z)-8-amino-7-methyl-13-oxa-2-thiabicyclo[7.3.1]tridec-5-ene-10,11,12-triol N[C@@H]1[C@H](\C=C/CCS[C@@H]2[C@@H]([C@H]([C@H]([C@@H]1O2)O)O)O)C